NC1=NC=2C=CC(=CC2C2=C1C=NN2C)C(=O)N(C2CCC1=CSC(=C12)C1=NN(C=C1)C)C 4-amino-N,1-dimethyl-N-(3-(1-methyl-1H-pyrazol-3-yl)-5,6-dihydro-4H-cyclopenta[c]thiophen-4-yl)-1H-pyrazolo[4,3-c]quinoline-8-carboxamide